N-methylolmelamine C(O)NC1=NC(=NC(=N1)N)N